CC1=C(SC(=C1)C)C1=C(C=CC=C1)N1CCNCC1 [2-(3,5-dimethyl-thiophenyl)-phenyl]piperazine